8-(4-(trifluoromethyl)phenoxy)chroman-4-amine FC(C1=CC=C(OC=2C=CC=C3C(CCOC23)N)C=C1)(F)F